2,3-diaminohexane NC(C)C(CCC)N